N1C=CC=2N1CC=CC2 1,7-dihydropyrazolo[1,5-a]pyridine